FC1(CCN(CC1)C1=NC(=CC(=N1)C1=NN=C(S1)C1=C(C=C(C=C1)C(CO)S(=O)(=O)N)N1CCC2(CC2)CC1)C)F (4-(5-(2-(4,4-difluoropiperidin-1-yl)-6-methylpyrimidin-4-yl)-1,3,4-thiadiazol-2-yl)-3-(6-azaspiro[2.5]octan-6-yl)phenyl)-2-hydroxyethane-1-sulfonamide